C[C@@H]1NCC[C@@H](C1)N1C=NC2=CC=CC=C2C1=O 3-((2s,4s)-2-methylpiperidin-4-yl)quinazolin-4(3H)-one